(S)-1-[2-(6-Cyanobenzo[d]isoxazol-3-yl)phenyl]-2-(6-methylaminopyridine-2-yl)ethan-1-amine C(#N)C1=CC2=C(C(=NO2)C2=C(C=CC=C2)[C@H](CC2=NC(=CC=C2)NC)N)C=C1